(6-(5-(2-chloro-4-fluorophenoxy)pyrimidin-4-yl)-2,6-diazaspiro[3.3]heptane-2-carbonyl)-2,3-dihydro-1H-indene-5-sulfonamide ClC1=C(OC=2C(=NC=NC2)N2CC3(CN(C3)C(=O)C3CCC4=CC(=CC=C34)S(=O)(=O)N)C2)C=CC(=C1)F